O=C1NC(CCC1NC(=O)C1=COC2=C1C=CC=C2)=O N-(2,6-dioxo-3-piperidinyl)benzofuran-3-carboxamide